CCCCCCCCCCCCCCCC/C=C\OC[C@H](COP(=O)(O)OC[C@@H](C(=O)O)N)OC(=O)CCC/C=C\C/C=C\C/C=C\C/C=C\C/C=C\CC 1-(1Z-octadecenyl)-2-(5Z,8Z,11Z,14Z,17Z-eicosapentaenoyl)-glycero-3-phosphoserine